14-((2-(2,6-dioxopiperidin-3-yl)-1,3-dioxoisoindoline-4-yl)thio)-3,6,9,12-tetraoxatetradecanoic acid O=C1NC(CCC1N1C(C2=CC=CC(=C2C1=O)SCCOCCOCCOCCOCC(=O)O)=O)=O